BrC1C(OCCC1)OC1OCCCC1Br 3-bromotetrahydropyranyl ether